tert-butyl N-(4-chloro-6-fluoro-3-pyridyl)carbamate ClC1=C(C=NC(=C1)F)NC(OC(C)(C)C)=O